7-(4-((1H-indazol-5-yl)amino)pyrimidin-2-yl)-N-isopropyl-quinoline-2-carboxamide N1N=CC2=CC(=CC=C12)NC1=NC(=NC=C1)C1=CC=C2C=CC(=NC2=C1)C(=O)NC(C)C